1-(4-(3,4-diaminophenyl)piperazin-1-yl)ethanone NC=1C=C(C=CC1N)N1CCN(CC1)C(C)=O